C1(=CC=CC=C1)C1(SCCS1)C1=CC=CC=C1 2,2-diphenyl-[1,3]dithiolane